OCC=1N=CSC1C1=CC=C(C=C1)[C@H](C)NC(OC(C)(C)C)=O tert-butyl N-[(1S)-1-[4-[4-(hydroxymethyl)thiazol-5-yl]phenyl]ethyl]carbamate